tert-butyl 5-({2-[6-(2,2,2-trifluoroethyl)quinazolin-4-yl]-2,7-diazaspiro[3.5]non-7-yl}methyl)-1,3-dihydro-2H-isoindole-2-carboxylate FC(CC=1C=C2C(=NC=NC2=CC1)N1CC2(C1)CCN(CC2)CC=2C=C1CN(CC1=CC2)C(=O)OC(C)(C)C)(F)F